4-dimethylamino-2'-hydroxy-4'-methoxy-3'-(piperazin-1-yl)methyl-chalcone CN(C1=CC=C(C=C1)\C=C\C(=O)C1=C(C(=C(C=C1)OC)CN1CCNCC1)O)C